N-{[4-({[(1R,3S)-3-hydroxycyclopentyl]methyl}amino)-3-nitrophenyl]sulfonyl}-2-(1H-pyrrolo[2,3-b]pyridin-5-yloxy)benzamide platinum bismuth iridium [Ir].[Bi].[Pt].O[C@@H]1C[C@@H](CC1)CNC1=C(C=C(C=C1)S(=O)(=O)NC(C1=C(C=CC=C1)OC=1C=C2C(=NC1)NC=C2)=O)[N+](=O)[O-]